1-(Azetidin-3-yl)-5-methyl-N-(1-(naphthalen-1-yl)cyclopropyl)-1H-indole-6-carboxamide N1CC(C1)N1C=CC2=CC(=C(C=C12)C(=O)NC1(CC1)C1=CC=CC2=CC=CC=C12)C